3-(ethylaminoethyl)-6-fluoro-5-methoxy-7-azaindole C(C)NCCC1=CNC2=NC(=C(C=C12)OC)F